(S)-N-BOC-3-methylpiperazine C(=O)(OC(C)(C)C)N1C[C@@H](NCC1)C